NC=1C=2N(C3=CC(=C(C=C3N1)F)C(=O)N(C)C1COCC3=NC(=CC=C31)N3[C@@H]1CC([C@H](C3)CC1)=C(F)F)C=NC2 4-amino-N-[2-[(1S,4R)-5-(difluoromethylene)-2-azabicyclo[2.2.2]oct-2-yl]-6,8-dihydro-5H-pyrano[3,4-b]pyridin-5-yl]-7-fluoro-N-methyl-imidazo[1,5-a]quinoxaline-8-carboxamide